5-methyl-1-(6-methylpyridin-3-yl)-4-((2-(trifluoromethyl)pyridin-4-yl)ethynyl)-1H-imidazole-2-carboxylic acid methyl ester COC(=O)C=1N(C(=C(N1)C#CC1=CC(=NC=C1)C(F)(F)F)C)C=1C=NC(=CC1)C